methyl (E)-3-(3-(N-((4-(benzo[d]thiazol-2-yl)bicyclo[2.2.2]octan-1-yl)methyl) cyclopropanecarboxamido)phenyl)acrylate S1C(=NC2=C1C=CC=C2)C21CCC(CC2)(CC1)CN(C(=O)C1CC1)C=1C=C(C=CC1)/C=C/C(=O)OC